NC1CC2CCC(C1)N2C=2N(C(C1=C(N2)NC=C1C1=C(C2=CN(N=C2C=C1)C)OC)=O)C 2-(endo-3-amino-8-aza-bicyclo[3.2.1]octan-8-yl)-5-(4-methoxy-2-methyl-2H-indazol-5-yl)-3-methyl-3,7-dihydro-4H-pyrrolo[2,3-d]pyrimidin-4-one